C1(=C(C(=CC(=C1)C)C)C(=O)OCC1CO1)C.C1(=C(C(=CC(=C1)C)C)C(=O)OCC1CO1)C.C1(=C(C(=CC(=C1)C)C)C(=O)OCC1CO1)C triglycidyl trimesitate